3-hydroxy-3-methyl-pyrrolidine OC1(CNCC1)C